ClC1=NC=C(C(=N1)N1C=CC2=CC=C(C=C12)C#N)C(F)(F)F 2-chloro-5-(trifluoromethyl)pyrimidin-4-yl-1H-indole-6-carbonitrile